p-phenylenebis(1-hexene) C1(=CC=C(C=C1)CCCCC=C)CCCCC=C